N-(adamantan-2-yl)-4-(6-fluoro-pyridin-3-yl)-1H-pyrrole-2-carboxamide C12C(C3CC(CC(C1)C3)C2)NC(=O)C=2NC=C(C2)C=2C=NC(=CC2)F